Benzyl 5-formyl-1H-indole-2-carboxylate C(=O)C=1C=C2C=C(NC2=CC1)C(=O)OCC1=CC=CC=C1